4-acryloxybutyl-sulfonic acid C(C=C)(=O)OCCCCS(=O)(=O)O